6-({1-[(tert-butoxy)carbonyl]piperidin-4-yl}carbamoyl)-1,3-diethyl-1H-1,3-benzodiazol-3-ium bromide [Br-].C(C)(C)(C)OC(=O)N1CCC(CC1)NC(=O)C=1C=CC2=C(N(C=[N+]2CC)CC)C1